CN(C(=O)C1=C(C=CC=C1)S(=O)(=O)Cl)C (dimethylcarbamoyl)benzene-1-sulfonyl chloride